(S)-N-((S)-1-(6-chloro-1-(1-methylcyclopropoxy)-2,7-naphthyridin-4-yl)propyl)-2-methylpropane-2-sulfinamide ClC=1C=C2C(=CN=C(C2=CN1)OC1(CC1)C)[C@H](CC)N[S@@](=O)C(C)(C)C